FC=1C=C(C=C(C1F)O)N1N=CC2=CC(=CC=C12)N1CC(C1)NS(=O)(=O)C N-(1-(1-(3,4-Difluoro-5-hydroxyphenyl)-1H-indazol-5-yl)azetidine-3-yl)methanesulfonamide